N-(2-chlorophenyl)-4-[3-(3,5-dimethylpyrazol-1-yl)-6-oxopyridazin-1-yl]piperidin-1-carboxamide ClC1=C(C=CC=C1)NC(=O)N1CCC(CC1)N1N=C(C=CC1=O)N1N=C(C=C1C)C